N-[2-[[2-[4-(4-amino-1-piperidyl)-5-(4-hydroxybutoxy)-2-Methoxy-anilino]-5-bromo-pyrimidin-4-yl]amino]-5-hydroxy-phenyl]-N-methyl-methanesulfonamide NC1CCN(CC1)C1=CC(=C(NC2=NC=C(C(=N2)NC2=C(C=C(C=C2)O)N(S(=O)(=O)C)C)Br)C=C1OCCCCO)OC